N-(3-(2'-fluoro-[1,1'-biphenyl]-4-yl)propyl)-5-methylthiazole-2-carboxamide FC1=C(C=CC=C1)C1=CC=C(C=C1)CCCNC(=O)C=1SC(=CN1)C